FC1=CC(=C(C(=O)Cl)C=C1F)OC 4,5-difluoro-2-methoxybenzoyl chloride